COC(CCCCCCC(=O)NC=1C=C2C(=NC=NC2=CC1OC)NC1=NC=CC(=C1)N1CCOCC1)=O.N1C(=NC2=C1C=CC=C2)C2=C(C(=C(N2)C)C(C)=O)C2=CC=CC=C2 1-(5-(1H-benzo[d]imidazol-2-yl)-2-methyl-4-phenyl-1H-pyrrol-3-yl)ethan-1-one methyl-8-((4-((4-morpholinopyridin-2-yl)amino)-7-methoxyquinazolin-6-yl)amino)-8-oxooctanoate